ClC1=CC=C2C(=N1)C(=C(N2)C=2C(=NC=CC2)[C@H](C)OC)CC(C(=O)OCC)C ethyl 3-(5-chloro-2-(2-((S)-1-methoxyethyl)pyridin-3-yl)-1H-pyrrolo[3,2-b]pyridin-3-yl)-2-methylpropanoate